1-methyl-1,3-diazine-2,4-dione CN1C(NC(C=C1)=O)=O